(S or R)-N-((R)-((S)-7-(1-methyl-1H-pyrazol-4-yl)-2,3-dihydro-1H-pyrido[2,3-b][1,4]oxazin-3-yl)(phenyl)methyl)-2-(3-((methylsulfonyl)methyl)phenyl)propan-1-amine CN1N=CC(=C1)C1=CC2=C(O[C@@H](CN2)[C@H](NC[C@@H](C)C2=CC(=CC=C2)CS(=O)(=O)C)C2=CC=CC=C2)N=C1 |o1:17|